C(C)(C)(C)OC(CNC[C@H]1N(CCC1)C(=O)OCC1=CC=CC=C1)=O benzyl (S)-2-(((2-(tert-butoxy)-2-oxoethyl)amino)methyl)pyrrolidine-1-carboxylate